N1C=C(C2=CC=CC=C12)CC(CCCC)C1=C(N=C2N1CCN(C2)CCC(C)(C)O)C(=O)N (1-(1H-indol-3-yl)hexane-2-yl)-7-(3-hydroxy-3-methylbutyl)-5,6,7,8-tetrahydroimidazo[1,2-a]pyrazine-2-carboxamide